(S)-(1-(5-chloro-4-ethoxy-2-fluorobenzyl)pyrrolidin-3-yl)methanamine difumarate C(\C=C\C(=O)O)(=O)O.C(\C=C\C(=O)O)(=O)O.ClC=1C(=CC(=C(CN2C[C@@H](CC2)CN)C1)F)OCC